FC1(CC(C1)N1C[C@H]([C@@H](CC1)CC1=C2C=CNC2=C(C=C1C)C)C1=CC=C(C(=O)O)C=C1)F 4-((3r,4r)-1-(3,3-difluorocyclobutyl)-4-((5,7-dimethyl-1H-indol-4-yl)methyl)piperidin-3-yl)benzoic acid